N1N=NN=C1[C@H]1N(CCC1)C([C@H]([C@@H](CC(C)C)N)O)=O (2S,3R)-1-((S)-2-(1H-tetrazol-5-yl)pyrrolidin-1-yl)-3-amino-2-hydroxy-5-methylhexan-1-one